C(C1=CC=NC=C1)N[C@@H](CCC(=O)[O-])C(=O)[O-] isonicotinyl-glutamate